(Z)-3,3',4,4',5-Pentamethoxystilbene COC=1C=C(C=C(C1OC)OC)\C=C/C1=CC(=C(C=C1)OC)OC